(R and S)-2-(1-cyclopropyl-2-hydroxy-2-methylpropyl)-7-(4-(6-methylpyridazin-3-yl)phenyl)isoindolin-1-one C1(CC1)[C@H](C(C)(C)O)N1C(C2=C(C=CC=C2C1)C1=CC=C(C=C1)C=1N=NC(=CC1)C)=O |r|